tert-butyl N-[2-(2-oxo-1,3-oxazolidin-5-yl)ethyl]carbamate O=C1OC(CN1)CCNC(OC(C)(C)C)=O